C1(CC1)N1C=NC2=CC=CC=C2C1=O 3-cyclopropylquinazolin-4(3H)-one